(S)-2-(4-(4-isopropylpyrazolo[1,5-a]pyridin-2-yl)-1,4,6,7-tetrahydro-5H-imidazo[4,5-c]pyridin-5-yl)-5-(pyrimidin-4-yl)-1,3,4-oxadiazole C(C)(C)C=1C=2N(C=CC1)N=C(C2)[C@H]2N(CCC1=C2N=CN1)C=1OC(=NN1)C1=NC=NC=C1